C1(=CC=CC=C1)P(C1=CC=CC=C1)C1=CC=CC=C1 triphenylphosphane